3-ethyl-quinoxalin-2(1H)-one C(C)C=1C(NC2=CC=CC=C2N1)=O